[Si](C1=CC=CC=C1)(C1=CC=CC=C1)(C(C)(C)C)OC[C@H]1OC[C@@H]([C@@H]2[C@H]1OC(O2)(C)C)N(C(OC(C)(C)C)=O)C2=NC(=CN=C2)C(F)(F)F tert-butyl ((3aR,4R,7S,7aR)-4-(((tert-butyldiphenylsilyl)oxy)methyl)-2,2-dimethyltetrahydro-4H-[1,3]dioxolo[4,5-c]pyran-7-yl)(6-(trifluoromethyl)pyrazin-2-yl)carbamate